C(C)(C)(C)C=1C=C(CN(C(CN(S(=O)(=O)C2=C(C(=C(C(=C2F)F)F)F)F)CC2=C(C=CC=C2)C#N)=O)C2=C(C=C(C(=O)O)C=C2)OC)C=C(C1)C1CC1 4-(N-(3-(tert-butyl)-5-cyclopropylbenzyl)-2-(N-(2-cyanobenzyl)-(2,3,4,5,6-pentafluorophenyl)sulfonamido)acetamido)-3-methoxybenzoic acid